ethyl 4-oxo-2-phenyl-3-benzoyloxy-4H-pyrido[1,2-a]pyrimidine-7-carboxylate O=C1C(=C(N=C2N1C=C(C=C2)C(=O)OCC)C2=CC=CC=C2)OC(C2=CC=CC=C2)=O